C(C)OCC=1OC=CC1 2-(ethoxymethyl)furan